ClC=1C(=C(C(=CC1)C(F)F)C1=CN=CC(=N1)C(=O)NC=1C=NN(C1)[C@@H](C)C1=CC=C(C=C1)N1C([C@@H]2C[C@@H]2C1)=O)F |&1:24| 6-(3-Chloro-6-(difluoromethyl)-2-fluorophenyl)-N-(1-((S and R)-1-(4-((1R,5S)-2-oxo-3-azabicyclo[3.1.0]hexan-3-yl)phenyl)ethyl)-1H-pyrazol-4-yl)pyrazine-2-carboxamide